N-(4,7,10,12,16,19-docosahexenoyl)phenylalanine C(CCC=CCC=CCC=CC=CCCC=CCC=CCC)(=O)N[C@@H](CC1=CC=CC=C1)C(=O)O